tetrahydro-2H-pyran-3-yl benzoate C(C1=CC=CC=C1)(=O)OC1COCCC1